FC1(CCN(CC1)C1=NC(=CC(=N1)/C(=N/O)/N)C)F (Z)-2-(4,4-difluoropiperidin-1-yl)-N'-hydroxy-6-methylpyrimidin-4-carboxamidine